ClC1=C(C=CC(=C1)C)C1=NC2=C(N1CCOC)C(=CC=C2)C(=O)O (2-chloro-4-methylphenyl)-1-(2-methoxyethyl)-1H-benzo[d]imidazole-7-carboxylic acid